C1(CCCCC1)N1N=NN=C1CCCCOC=1C=C2CCC(NC2=CC1)=O 6-[4-(1-cyclohexyl-1H-tetrazol-5-yl)butoxy]-3,4-dihydroquinolone